(S)-N-cyclopropyl-2-fluoro-5-(5-(3-(hydroxymethyl)-1-methyl-1H-pyrazol-4-yl)-6-((1-hydroxypropan-2-yl)amino)pyridin-3-yl)-4-methylbenzamide C1(CC1)NC(C1=C(C=C(C(=C1)C=1C=NC(=C(C1)C=1C(=NN(C1)C)CO)N[C@H](CO)C)C)F)=O